3-methyl-4-(thiophen-2-yl)butanoyl chloride CC(CC(=O)Cl)CC=1SC=CC1